ClC1=NC(=NC(=N1)C1=C(C(=C(C(=C1[2H])[2H])[2H])[2H])[2H])C1=C(C(=C(C(=C1[2H])[2H])[2H])[2H])[2H] 2-chloro-4,6-bis(phenyl-d5)-[1,3,5]triazine